(R)-6-((1,6-naphthyridin-2-yl)amino)-4-(cyclopropylamino)-N-(2-fluoro-3-hydroxy-3-methylbutyl)nicotinamide N1=C(C=CC2=CN=CC=C12)NC1=NC=C(C(=O)NC[C@H](C(C)(C)O)F)C(=C1)NC1CC1